3-((4-chlorophenoxy)methyl)-1-methyl-4,5,6,7-tetrahydro-1H-pyrazolo[3,4-c]pyridine ClC1=CC=C(OCC2=NN(C=3CNCCC32)C)C=C1